C1(=CC=CC=C1)C1=NOC(=N1)[C@@H]1[C@H](C1)C1=CC=C(C=C1)S(=O)(=O)N 4-[(1S,2S)-2-(3-phenyl-1,2,4-oxadiazol-5-yl)cyclopropyl]benzenesulfonamide